BrC1=C(C=C(C=C1)COCC(F)(F)F)O 2-bromo-5-((2,2,2-trifluoroethoxy)methyl)phenol